ClC=1C=C(C=NS(=O)C(C)(C)C)C=CC1F N-(3-chloro-4-fluorobenzylidene)-2-methylpropane-2-sulfinamide